N1N=CC2=CC=C(C=C12)C=1C=2N(C(=NC1C)N1CCC3(CCC[C@H]3N)CC1)C=CN2 (R)-8-(8-(1H-indazol-6-yl)-7-methylimidazo[1,2-c]pyrimidin-5-yl)-8-azaspiro[4.5]decan-1-amine